CC(C(=O)OC)(C1=CC=C(C=C1)OC)N(C(CC(=O)[O-])=O)C 3-((methyl 2-methoxy-1-(4-methoxyphenyl)-2-oxoethyl) (methyl) amino)-3-oxopropanoate